O[C@@H]1C[C@@H](CC[C@H]1C)NC1=NC(=NC=C1C(=O)N)NC1(CC1)C 4-((1R,3R,4R)-3-hydroxy-4-methylcyclohexylamino)-2-(1-methylcyclopropylamino)pyrimidine-5-carboxamide